FC=1C=C2[C@@H](CN(C2=CC1S(=O)(=O)N)C(=O)[C@@H]1OC2=C(C1)C=C(C(=C2)F)C2=NC=CC=C2)C (S)-5-fluoro-1-((R)-6-fluoro-5-(pyridin-2-yl)-2,3-dihydrobenzofuran-2-carbonyl)-3-methylindoline-6-sulfonamide